1,3,5-Tri-Methyl-2,4,6-tris-(3,5-di-tert-butyl-4-hydroxyphenyl)Benzol CC1=C(C(=C(C(=C1C1=CC(=C(C(=C1)C(C)(C)C)O)C(C)(C)C)C)C1=CC(=C(C(=C1)C(C)(C)C)O)C(C)(C)C)C)C1=CC(=C(C(=C1)C(C)(C)C)O)C(C)(C)C